C(C)(C)[C@H]1OC1 (R)-2-isopropyl-oxirane